[Cl-].C[N+](C)(CCCO)CCCCCCCCCCCCCCCCCC N,N-dimethyl-octadecyl-hydroxypropyl-ammonium chloride